CC=1C(NN(C1)COCC[Si](C)(C)C)[C@@H]1[C@@H](N(CCC1)C(=O)OC)COC1CCNCC1 Methyl (CIS)-3-(4-methyl-1-((2-(trimethylsilyl)ethoxy)methyl)-2H-pyrazol-3-yl)-2-((piperidin-4-yloxy)methyl)piperidine-1-carboxylate